(4-fluorophenyl)-N-(6-methyl-5-(4-morpholinothieno[3,2-d]pyrimidin-2-yl)pyridin-3-yl)-5-(methylsulfonyl)-1H-pyrazole-3-carboxamide FC1=CC=C(C=C1)N1N=C(C=C1S(=O)(=O)C)C(=O)NC=1C=NC(=C(C1)C=1N=C(C2=C(N1)C=CS2)N2CCOCC2)C